C(C#C)OC1=CC=C2C(=C1)OCO2 4-methylenedioxyphenyl propargyl ether